3-(2-aminopyrimidin-5-yl)-9-(1-((6-chloro-2-(pyrimidin-5-yl)pyridin-3-yl)amino)ethyl)-7-methyl-4-(methyl-d3)imidazo[1,5-a]quinazolin-5(4H)-one NC1=NC=C(C=N1)C=1N=CN2C1N(C(C1=CC(=CC(=C21)C(C)NC=2C(=NC(=CC2)Cl)C=2C=NC=NC2)C)=O)C([2H])([2H])[2H]